(R or S)-1-(1-(difluoromethyl)-1H-pyrazol-3-yl)propane-1,3-diamine FC(N1N=C(C=C1)[C@@H](CCN)N)F |o1:7|